ClC=1C=NN(C1)C[C@@H](C)C=1N(C=2C(=C3CC[C@@H](N(C3=CC2)C(=O)OC)C)N1)[C@@H]1CS(CC1)(=O)=O methyl (S)-2-((R)-1-(4-chloro-1H-pyrazol-1-yl)propan-2-yl)-3-((S)-1,1-dioxidotetrahydrothiophen-3-yl)-7-methyl-3,7,8,9-tetrahydro-6H-imidazo[4,5-f]quinoline-6-carboxylate